2-chloro-7-methyl-7H-pyrrolo[2,3-d]Pyrimidine-5-carboxylic acid methyl ester COC(=O)C1=CN(C=2N=C(N=CC21)Cl)C